(2R,3R,4S)-2-(2-(hex-1-yn-1-yl)-6-(methylamino)-8-(thiophen-2-yl)-9H-purin-9-yl)tetrahydrothiophene-3,4-diol C(#CCCCC)C1=NC(=C2N=C(N(C2=N1)[C@@H]1SC[C@H]([C@H]1O)O)C=1SC=CC1)NC